Bis(3-(triethoxysilyl)propyl)-1,3,5-triazine-2,4-diamine C(C)O[Si](CCCNC1=NC(=NC=N1)NCCC[Si](OCC)(OCC)OCC)(OCC)OCC